C(Cl)Cl The molecule is a member of the class of chloromethanes that is methane in which two of the hydrogens have been replaced by chlorine. A dense, non-flammible colourless liquid at room temperature (b.p. 40℃, d = 1.33) which is immiscible with water, it is widely used as a solvent, a paint stripper, and for the removal of caffeine from coffee and tea. It has a role as a polar aprotic solvent, a carcinogenic agent and a refrigerant. It is a member of chloromethanes and a volatile organic compound.